BrC1=C(C(=CC=C1)OC(F)F)[C@@H](CC(=O)OCC)NC1=C(C=C(C(=C1)Cl)F)[N+](=O)[O-] ethyl (3R)-3-[2-bromo-6-(difluoromethoxy)phenyl]-3-[(5-chloro-4-fluoro-2-nitrophenyl)amino]propanoate